C(C)(C)(C)C=1C(=NN2C(=NN=CC21)C2=NOC(=C2)C)OCC2=NC=C(C(=O)N[C@@H](CO)CC)C=C2 (R)-6-((3-tert-butyl-7-(5-methylisoxazol-3-yl)pyrazolo[1,5-d][1,2,4]triazin-2-yl-oxy)methyl)-N-(1-hydroxybut-2-yl)nicotinamide